5-chloro-N-[2,4-difluoro-3-[5-fluoro-1-(1-[[2-(trimethylsilyl)ethoxy]methyl]imidazol-2-yl)imidazo[1,5-a]pyridin-6-yl]phenyl]-2-methoxypyridine-3-sulfonamide ClC=1C=C(C(=NC1)OC)S(=O)(=O)NC1=C(C(=C(C=C1)F)C=1C=CC=2N(C1F)C=NC2C=2N(C=CN2)COCC[Si](C)(C)C)F